OC1=C(NC(=O)CCCCCCCC(=O)O)C=C(C=C1)Cl 8-(2-hydroxy-5-chloroanilinocarbonyl)octanoic acid